methyl 2-fluoro-5-[3-fluoro-8-(morpholin-4-yl) imidazo[1,2-a]pyridin-6-yl]-4-methylbenzoate FC1=C(C(=O)OC)C=C(C(=C1)C)C=1C=C(C=2N(C1)C(=CN2)F)N2CCOCC2